4-amino-3-hydroxypiperidine-1-carboxylic acid tert-butyl ester C(C)(C)(C)OC(=O)N1CC(C(CC1)N)O